(1-methyl-2-oxopyrrolidin-3-yl)zinc bromide [Br-].CN1C(C(CC1)[Zn+])=O